OCCCCCCCCC=1C(OCC1)=O (8-hydroxyoctyl)furan-2(5H)-one